6-(CYCLOPENTYLAMINO)PYRIDINE-2-BORONIC ACID C1(CCCC1)NC1=CC=CC(=N1)B(O)O